[Na].C(CCCCCCCCCCC)(=O)N(CCC(=O)O)C N-lauroyl-N-methyl-β-alanine sodium